1-[4-(cyanomethyl)-1-[(2-phenylphenyl)methyl]-4-piperidyl]-3-(cyclopropanecarbonylamino)pyrazole-4-carboxamide C(#N)CC1(CCN(CC1)CC1=C(C=CC=C1)C1=CC=CC=C1)N1N=C(C(=C1)C(=O)N)NC(=O)C1CC1